N4-ethyl-N6-(4-((4-morpholinopiperidin-1-yl)sulfonyl)-2,3-dihydrobenzofuran-7-yl)-3-(trifluoromethyl)-1H-pyrrolo[2,3-b]pyridine-4,6-diamine C(C)NC=1C2=C(N=C(C1)NC1=CC=C(C=3CCOC31)S(=O)(=O)N3CCC(CC3)N3CCOCC3)NC=C2C(F)(F)F